CN1N=CC2=CC=C(C=C12)C(C)=O 1-(1-methyl-1H-indazol-6-yl)ethan-1-one